(E)-4-chloro-1-(4-((3-methyl-4-((6-methylpyridin-3-yl)oxy)phenyl)amino)-5,8-dihydropyrido[4',3':4,5]thieno[2,3-d]pyrimidin-7(6H)-yl)but-2-en-1-one ClC/C=C/C(=O)N1CC2=C(C3=C(N=CN=C3NC3=CC(=C(C=C3)OC=3C=NC(=CC3)C)C)S2)CC1